N1=C(C=CC=C1)C(=O)O anti-pyridinecarboxylic acid